FC1(CC(CC1)N1C(C(=CC2=C1N=C(N=C2)S(=O)C)C#N)=O)F 8-(3,3-difluorocyclopentyl)-2-(methylsulfinyl)-7-oxo-7,8-dihydropyrido[2,3-d]pyrimidine-6-carbonitrile